C(C(C)C)N1C=NC=C1CNCC=1C(NC2=CC(=CC=C2C1)OC)=O 3-((((1-isobutyl-1H-imidazol-5-yl)methyl)amino)methyl)-7-methoxyquinolin-2(1H)-one